5-chloro-1'-(2-chloroethyl)-1-{[2-(trimethylsilyl)ethoxy]methyl}-1,2-dihydrospiro[indole-3,4'-piperidin]-2-one ClC=1C=C2C(=CC1)N(C(C21CCN(CC1)CCCl)=O)COCC[Si](C)(C)C